4-((hydroxyamino)methyl)-N-(4-(4-(trifluoromethyl)piperidin-1-yl)phenyl)aniline ONCC1=CC=C(NC2=CC=C(C=C2)N2CCC(CC2)C(F)(F)F)C=C1